C([2H])([2H])([2H])C=1SC=CN1 (methyl-d3)thiazole